FCN1N=CC(=C1)C=1C=C(C(=O)O)C=CC1 3-(1-(fluoromethyl)-1H-pyrazol-4-yl)benzoic acid